N-(2-(furan-3-yl)-5-((methylamino)methyl)phenyl)thiophene-3-sulfonamide O1C=C(C=C1)C1=C(C=C(C=C1)CNC)NS(=O)(=O)C1=CSC=C1